C(C)(C)(C)N1CCC(CC1)OC1CN(C1)C(=O)OCC1=CC=CC=C1 tert-butyl-4-(1-benzyloxycarbonylazetidin-3-yl)oxypiperidine